adenine zinc [Zn].N1=CN=C2N=CNC2=C1N